6-[6-chloro-2-[[(2S,4R)-4-(difluoromethoxy)-1-methylpyrrolidin-2-yl]methoxy]-4-piperazin-1-yl-quinazolin-7-yl]-5-(trifluoromethyl)pyridin-2-amine ClC=1C=C2C(=NC(=NC2=CC1C1=C(C=CC(=N1)N)C(F)(F)F)OC[C@H]1N(C[C@@H](C1)OC(F)F)C)N1CCNCC1